COC1=CC2=C(N(OC2N2C(C(C3=CC=CC=C23)=O)=O)C)C=C1 1-(5-methoxy-1-methyl-1,3-dihydrobenzo[c]isoxazol-3-yl)indoline-2,3-dione